N1=C\2C(=CC=C1)CC/C2=N\NC=2N=NC1=C(NC=3C(=CC=CC13)F)N2 (E)-3-(2-(5,6-dihydro-7H-cyclopenta[b]pyridin-7-ylidene)hydrazino)-6-fluoro-5H-[1,2,4]triazino[5,6-b]indole